BrC1=CC=CC(=N1)N(C1=NC(=NC2=CC(=CC=C12)Cl)Cl)C N-(6-bromopyridin-2-yl)-2,7-dichloro-N-methylquinazolin-4-amine